Dihydrocodeine Phosphate P(=O)(O)(O)O[C@@H]1[C@H]2[C@]34C=5C(=C(C=CC5C[C@H]([C@@H]3CC1)N(C)CC4)OC)O2